CN1CCN(CCC1)[C@H]1CN(CC1)C(=O)OC(C)(C)C tert-Butyl (R)-3-(4-methyl-1,4-diazepan-1-yl)pyrrolidine-1-carboxylate